4-chloropyridazin ClC1=CN=NC=C1